2-bromo-1,3,3,3-tetrafluoroprop-1-ene BrC(=CF)C(F)(F)F